CC=1C(N(C=CC1)C1=NC=CC=C1)=O 3-methyl-2H-[1,2'-bipyridine]-2-one